C(CCCCCCC)(=O)C(C(O)(C(CCCCCCC)=O)C(CCCCCCC)=O)(O)CO tri-octanoyl-glycerol